(S)-4-(6-bromo-2-chloroquinazolin-4-yl)-3-phenylmorpholine BrC=1C=C2C(=NC(=NC2=CC1)Cl)N1[C@H](COCC1)C1=CC=CC=C1